C(/C1=CC=CC=C1)=C/1\C(N(C(O1)=O)CCC1=CC=CC=C1)=O (Z)-5-benzylidene-3-phenethyl-oxazolidine-2,4-dione